1-(3-chloro-5-fluorophenyl)propan-1-one ClC=1C=C(C=C(C1)F)C(CC)=O